7-fluoro-2-(3-pyridyl)indazole-4-carboxamide FC1=CC=C(C2=CN(N=C12)C=1C=NC=CC1)C(=O)N